ClC1=C(C=CC(=C1I)F)N(S(=O)(=O)CC)S(=O)(=O)CC N-(2-chloro-4-fluoro-3-iodophenyl)-N-(ethylsulfonyl)ethanesulfonamide